O=S1(C2=C(OC3(CN1)CCOCC3)N=C(C=C2)OCCN2CCN(CC2)C(=O)OC(C)(C)C)=O tert-Butyl 4-(2-((1',1'-dioxido-2,2',3,3',5,6-hexahydrospiro[pyran-4,4'-pyrido[2,3-b][1,4,5]oxathiazepin]-7'-yl)oxy)ethyl)piperazine-1-carboxylate